BrC=1C=CC=2N(C1)C(=NN2)C2=CC=C(C(=O)OC)C=C2 methyl 4-(6-bromo-[1,2,4]triazolo[4,3-a]pyridin-3-yl)benzoate